BrCCC(=O)N1CCN(C2=CC=CC=C12)CC(C)C 3-bromo-1-(4-isobutyl-3,4-dihydroquinoxaline-1(2H)-yl)propan-1-one